ClC1=NN(C=C1C(=O)N1[C@H](C2=C(CC1)NC=N2)C2=NN1C(C=CC=C1)=C2)C2=NC=CC=C2 (R)-(3-chloro-1-(pyridin-2-yl)-1H-pyrazol-4-yl)(4-(pyrazolo[1,5-a]pyridin-2-yl)-6,7-dihydro-1H-imidazo[4,5-c]pyridin-5(4H)-yl)methanone